tert-butyl 4-(2-methyl-6-propoxypyrimidin-4-yl)piperazine-1-carboxylate CC1=NC(=CC(=N1)N1CCN(CC1)C(=O)OC(C)(C)C)OCCC